FC(C(=O)[O-])(F)F.C(C1=CC=CC=C1)OP(=O)(OCC1=CC=CC=C1)OCOC(C(=O)OC1CC2CCC(C1)[N+]21CCCC1)(C1=CC=CC=C1)C1=CC=CC=C1 3-(2-(((bis(benzyloxy)phosphoryl)oxy)methoxy)-2,2-diphenylacetoxy)spiro[bicyclo[3.2.1]octane-8,1'-pyrrolidin]-1'-ium trifluoroacetate